4-((3-methoxy-3-oxopropyl)thio)indoline-1-carboxylic acid tert-butyl ester C(C)(C)(C)OC(=O)N1CCC2=C(C=CC=C12)SCCC(=O)OC